CC1=C(SC=C1)N1C(CN([C@H]2CCCC[C@H]12)C(=O)C=1C2=C(NN1)CCC2)=O (4aS,8aS)-1-(3-methylthiophen-2-yl)-4-(1,4,5,6-tetrahydrocyclopenta[c]pyrazole-3-carbonyl)octahydroquinoxalin-2(1H)-one